NC=1N=CC(=NC1OC(C)C1=C(C(=CC=C1F)F)Cl)C1=CC=C(C=C1)C(=O)N1C[C@@H](CC1)N (4-{5-amino-6-[1-(2-chloro-3,6-difluoro-phenyl)-ethoxy]-pyrazin-2-yl}-phenyl)-((R)-3-amino-pyrrolidin-1-yl)-methanone